O(CC)NCCN ethoxyl-ethylenediamine